FC1(CCN(CC1)C1=C(C=CC(=N1)C(=O)OC)OC)F methyl 6-(4,4-difluoropiperidin-1-yl)-5-methoxypicolinate